Methyl (Z)-2-((2S,3S,12bS)-3-ethyl-8-hydroxy-1,2,3,4,6,7,12,12b-octahydroindolo[2,3-a]quinolizin-2-yl)-3-methoxyacrylate C(C)[C@@H]1CN2CCC3=C([C@@H]2C[C@@H]1/C(/C(=O)OC)=C/OC)NC1=CC=CC(=C13)O